COC(C1=C(N=C(C=C1C(CBr)=O)Br)N(C)C(=O)OC(C)(C)C)=O 6-bromo-4-(2-bromoacetyl)-2-((tert-butoxycarbonyl)(methyl)amino)nicotinic acid methyl ester